2-[2-[2-[2-[2-[2-[2-[2-[2-(2-hydroxyethoxy)ethoxy]ethoxy]ethoxy]ethoxy]ethoxy]ethoxy]ethoxy]ethoxy]ethanol tert-butyl-3-(1-hydroxyethyl)azetidine-1-carboxylate C(C)(C)(C)C1N(CC1C(C)O)C(=O)OCCOCCOCCOCCOCCOCCOCCOCCOCCOCCO